1-(2-(3-fluoro-4-methylphenyl)-2H-pyrazolo[3,4-d]pyrimidin-4-yl)-N-((3-fluorothieno[2,3-c]pyridin-5-yl)methyl)piperidine-3-carboxamide FC=1C=C(C=CC1C)N1N=C2N=CN=C(C2=C1)N1CC(CCC1)C(=O)NCC=1C=C2C(=CN1)SC=C2F